3-(tert-butyl)-N-(3-fluoro-2-methyl-4-(6-morpholinopyrrolo[2,1-f][1,2,4]triazin-4-yl)benzyl)-1,2,4-oxadiazole-5-carboxamide C(C)(C)(C)C1=NOC(=N1)C(=O)NCC1=C(C(=C(C=C1)C1=NC=NN2C1=CC(=C2)N2CCOCC2)F)C